7-(4-(4-(benzo[b]thiophen-4-yl)piperazin-1-yl)butoxy)quinolin-2-yl dihexadecylcarbamate C(CCCCCCCCCCCCCCC)N(C(OC1=NC2=CC(=CC=C2C=C1)OCCCCN1CCN(CC1)C1=CC=CC=2SC=CC21)=O)CCCCCCCCCCCCCCCC